ClC1=C(C=CC=C1C1=C(C(=NC=C1)C=1C=C2CCN(CC2=C(C1)Cl)C[C@@H](C)O)Cl)C1=CC=C(C(=N1)OC)CNC[C@H]1CCC(N1)=O (R)-5-((((6-(2-chloro-3-(3-chloro-2-(8-chloro-2-((R)-2-hydroxypropyl)-1,2,3,4-tetrahydroisoquinolin-6-yl)pyridin-4-yl)phenyl)-2-methoxypyridin-3-yl)methyl)amino)methyl)pyrrolidin-2-one